[Cl-].C[N+](CCC[SiH](OC)OC)(CCCCCCCCCCCCCCCCCC)CCCCCCCCCCCCCCCCCC methyl-bisoctadecyl-[3-(dimethoxysilyl)propyl]ammonium chloride